2-thiazol-2-ylethanamine S1C(=NC=C1)CCN